ClC=1C=C2C(N(C(=NC2=CC1Cl)[C@@H]1CN(CCC1)CC1CCOCC1)C)=O (S)-6,7-dichloro-3-methyl-2-(1-((tetrahydro-2H-pyran-4-yl)methyl)piperidin-3-yl)quinazolin-4(3H)-one